(3S,4R)-4-(2-(2-chlorophenyl)-5,7-dihydroxy-4-oxo-4H-chromen-8-yl)-1-methylpiperidin-3-yl (S)-2-((tert-butyldimethylsilyl)oxy)propanoate [Si](C)(C)(C(C)(C)C)O[C@H](C(=O)O[C@@H]1CN(CC[C@@H]1C=1C(=CC(=C2C(C=C(OC12)C1=C(C=CC=C1)Cl)=O)O)O)C)C